FC1=C(C=CC(=C1)C)NS(=O)(=O)C1=CNC2=C3C(=CC=C12)C=CC=C3 N-(2-fluoro-4-methylphenyl)-1H-benzo[g]indole-3-sulfonamide